dipyrrole fluoride [F-].N1C=CC=C1.N1C=CC=C1